ClC1=CC=C(OC2CCN(CC2)S(=O)(=O)N2[C@@H]([C@@H]3CC[C@H](C2)N3C(=O)OC(C)(C)C)C(=O)OCC)C=C1 (1S,2S,5R)-8-tert-butyl 2-ethyl 3-((4-(4-chlorophenoxy)piperidin-1-yl)sulfonyl)-3,8-diazabicyclo[3.2.1]octane-2,8-dicarboxylate